9-(3-fluoro-4-((1-(3-fluoropropyl)azetidin-3-yl)methyl)phenyl)-8-(2-fluoro-4-methylphenyl)-6,7-dihydro-5H-benzo[7]annulene-3-carboxylic acid FC=1C=C(C=CC1CC1CN(C1)CCCF)C1=C(CCCC2=C1C=CC(=C2)C(=O)O)C2=C(C=C(C=C2)C)F